3-(4'-Carboxymethoxy-biphenyl-4-yl)-acrylic acid tert-butyl ester C(C)(C)(C)OC(C=CC1=CC=C(C=C1)C1=CC=C(C=C1)OCC(=O)O)=O